[2-(1,3-dioxolan-2-yl)ethyl]triphenylphosphanium bromide [Br-].O1C(OCC1)CC[P+](C1=CC=CC=C1)(C1=CC=CC=C1)C1=CC=CC=C1